[Zr+2].C(CCCCCCCCCCC)(=O)[O-].C(CCCCCCCCCCC)(=O)[O-] bis(laurate) zirconium